Methyl 6-[5-[(1S)-1-(tert-butoxycarbonylamino)ethyl]-3-cyclopropyl-1,2,4-triazol-1-yl]pyrimidine-4-carboxylate C(C)(C)(C)OC(=O)N[C@@H](C)C1=NC(=NN1C1=CC(=NC=N1)C(=O)OC)C1CC1